N-[2-[6-(5-cyclopropyl-4H-1,2,4-triazol-3-yl)-2-azaspiro[3.3]heptane-2-carbonyl]-2-azaspiro[3.3]heptan-6-yl]-1-(trifluoromethyl)cyclopropanecarboxamide C1(CC1)C=1NC(=NN1)C1CC2(CN(C2)C(=O)N2CC3(C2)CC(C3)NC(=O)C3(CC3)C(F)(F)F)C1